N-(2-((Dimethylamino)methyl)-6-(trifluoromethyl)pyridin-4-yl)-6-(imidazo[1,2-a]pyridin-3-carbonyl)-4,5,6,7-tetrahydrothieno[2,3-c]pyridin-3-carboxamid CN(C)CC1=NC(=CC(=C1)NC(=O)C1=CSC=2CN(CCC21)C(=O)C2=CN=C1N2C=CC=C1)C(F)(F)F